COC1=CC=C(C=C1)C1=NC2=C(N1)C=CC(=C2)C(C(CC(=O)O)C)=O 4-(2-(4-methoxyphenyl)-1H-benzo[d]imidazole-5-yl)-3-methyl-4-oxobutanoic acid